ethyl 3-ethylsulfanylimidazo[1,2-a]pyridine-2-carboxylate C(C)SC1=C(N=C2N1C=CC=C2)C(=O)OCC